FC=1C=C(C=CC1)[C@H](C(=O)O)O (R)-2-(3-fluorophenyl)-2-hydroxyacetic acid